ClC1=C(C=CC(=C1)Cl)C1=CC=C(C=C1)SC=1N=NNC1C(=O)O 4-((2',4'-dichloro-[1,1'-biphenyl]-4-yl)thio)-1H-1,2,3-triazole-5-carboxylic acid